FC(CC=1C(=NC(=NC1OC)N)OC)CF (2,3-difluoropropyl)-4,6-dimethoxy-pyrimidin-2-amine